N1(CCCCC1)C1CCN(CC1)C1=NC=C(C=C1NS(=O)(=O)C1=C(C=CC=C1)F)Br N-(2-([1,4'-Bipiperidin]-1'-yl)-5-bromopyridin-3-yl)-2-fluorobenzene-sulfonamide